3-(1-(1-((5-(1H-Pyrazol-4-yl)pyridin-2-yl)methyl)-1H-indole-7-carboxamido)cyclopropyl)bicyclo[1.1.1]pentane-1-carboxylic Acid N1N=CC(=C1)C=1C=CC(=NC1)CN1C=CC2=CC=CC(=C12)C(=O)NC1(CC1)C12CC(C1)(C2)C(=O)O